(4-(4-chloro-3-trifluoromethylphenoxy)-2,5-dimethylphenyl)-N-ethyl-N-methylformamidine ClC1=C(C=C(OC2=CC(=C(C=C2C)C(=N)N(C)CC)C)C=C1)C(F)(F)F